NC=1C=2N(C3=CC(=CC=C3N1)C(=O)N1CCC3(CC1)OC1=CC=CC=C1C(C3)=O)C(=NC2)C 1'-(4-amino-1-methylimidazo[1,5-a]quinoxaline-8-carbonyl)spiro[chromane-2,4'-piperidin]-4-one